2-[[3-[2-chloro-5-[4-(difluoromethyl)-3-methyl-5-oxo-1,2,4-triazol-1-yl]-4-fluoro-phenoxy]-2-pyridinyl]oxy]acetic acid ethyl ester C(C)OC(COC1=NC=CC=C1OC1=C(C=C(C(=C1)N1N=C(N(C1=O)C(F)F)C)F)Cl)=O